N=1C=NN2C1C=C(C=C2)OC2=C(C=C(C=C2)NC2=NC=NN1C2=C(C=C1)C1CN(CCC1)C(\C=C\CN(C)C)=O)C (E)-1-(3-(4-((4-([1,2,4]triazolo[1,5-a]pyridin-7-yloxy)-3-methylphenyl)amino)-pyrrolo-[2,1-f][1,2,4]-triazin-5-yl)piperidin-1-yl)-4-(dimethylamino)but-2-en-1-one